FC(C(=O)N1CC(C1)N1C(N(C2=NC=CC(=C21)C#CC2=NC=CC=C2)C=2C=NC(=CC2)C(F)(F)F)=O)=C 1-[1-(2-fluoroacryloyl)azetidin-3-yl]-7-(pyridin-2-ylethynyl)-3-[6-(trifluoromethyl)pyridin-3-yl]-2,3-dihydro-1H-imidazo[4,5-b]pyridin-2-one